C(C1=CC=CC=C1)OC1=C2N(N=CC1=O)[C@H](CN1C2=NC=C1C#N)C(C1=CC=C(C=C1)F)C1=CC=C(C=C1)F (S)-11-(benzyloxy)-6-(bis(4-fluorophenyl)methyl)-10-oxo-6,10-dihydro-5H-imidazo[2',1':3,4]pyrazino[1,2-b]pyridazine-3-carbonitrile